COCCNC1CC2(CNC2)C1 N-(2-methoxyethyl)-2-azaspiro[3.3]Heptane-6-amine